4-((3-(((4-(Aminomethyl)pyridin-2-yl)sulfonyl)methyl)-5-cyclohexylpiperidin-1-yl)sulfonyl)thiomorpholine 1,1-dioxide 2,2,2-trifluoroacetate FC(C(=O)O)(F)F.NCC1=CC(=NC=C1)S(=O)(=O)CC1CN(CC(C1)C1CCCCC1)S(=O)(=O)N1CCS(CC1)(=O)=O